ClC1=CC(=C(C=C1)C1=NC(=CC=2N=C(N(C(C21)=O)C)C)N2CC(OCC2)C2=CC=C(C#N)C=C2)F 4-(4-(5-(4-chloro-2-fluoro-phenyl)-2,3-dimethyl-4-oxo-3,4-dihydropyrido[4,3-d]pyrimidin-7-yl)-2-morpholinyl)benzonitrile